2-(4-diethoxymethylphenyl)-5-chloro-pyrrolo[1,2-b]pyridazine-7-carboxylic acid methyl ester COC(=O)C1=CC(=C2N1N=C(C=C2)C2=CC=C(C=C2)C(OCC)OCC)Cl